C1(CC1)C=1C(NC2=CC(=CN=C2C1)CN1CCN(CC1)C1=CC=C2C(=N1)N(N=C2)CC2=CC=C(C=C2)OC)=O 3-cyclopropyl-7-((4-(1-(4-methoxybenzyl)-1H-pyrazolo[3,4-b]pyridin-6-yl)piperazin-1-yl)methyl)-1,5-naphthyridin-2(1H)-one